2-amino-3-(imidazo[1,2-a]pyridine-3-yl)propanoic acid NC(C(=O)O)CC1=CN=C2N1C=CC=C2